(1S,2R,3R,5R)-3-((6-chloropyridazin-3-yl)(cyclopropyl)amino)-2-fluoro-8-azabicyclo[3.2.1]octane-8-carboxylic acid tert-butyl ester C(C)(C)(C)OC(=O)N1[C@@H]2[C@@H]([C@@H](C[C@H]1CC2)N(C2CC2)C=2N=NC(=CC2)Cl)F